C(CCCCCCCCCCCCCCCCCCCCCCCC)(=O)OCCCCCCCCCCCCCCCCCCC Nonadecyl Pentacosanoate